(S)-3-amino-6-(5-(5,5-dimethyl-5,6-dihydro-4H-pyrrolo[1,2-b]pyrazol-3-yl)-2-fluorophenyl)-N-(piperidin-3-yl)pyrazine-2-carboxamide NC=1C(=NC(=CN1)C1=C(C=CC(=C1)C1=C2N(N=C1)CC(C2)(C)C)F)C(=O)N[C@@H]2CNCCC2